3-(4-chlorophenyl)-1-[3-(pyrrolidin-1-ylmethyl)phenyl]Urea ClC1=CC=C(C=C1)NC(NC1=CC(=CC=C1)CN1CCCC1)=O